1-{2,2-bis[4-(diethylamino)phenyl]vinyl}-3,3-bis[4-(diethylamino)phenyl]propa-2-en-1-ylium C(C)N(C1=CC=C(C=C1)C(=C[CH+]C=C(C1=CC=C(C=C1)N(CC)CC)C1=CC=C(C=C1)N(CC)CC)C1=CC=C(C=C1)N(CC)CC)CC